O=C(CC1=C(C(=O)N)C=CC=C1)C 2-oxopropyl-benzamide